O=C1[C@]2(C[C@H](N(C2)C(=O)[O-])C(=O)OC)CCN1 3-methyl (3s,5S)-6-oxo-2,7-diazaspiro[4.4]nonane-2,3-dicarboxylate